CC=1SC(=CN1)CC(=O)[O-] 2-(2-methylthiazol-5-yl)acetate